1-(4-fluoro-2-isopropylphenyl)-3-(6-methoxy-2-methylpyridin-3-yl)-7-(trifluoromethyl)-2,3-dihydroquinazolin-4(1H)-one FC1=CC(=C(C=C1)N1CN(C(C2=CC=C(C=C12)C(F)(F)F)=O)C=1C(=NC(=CC1)OC)C)C(C)C